FC(C=1C(=NC=CC1)CN1C(C(=CC=2C1=NC(=CN2)C)C2CCN(CC2)C=2C(=NC=CC2C)F)=O)F 5-((3-(difluoromethyl)pyridin-2-yl)methyl)-7-(1-(2-fluoro-4-methylpyridin-3-yl)piperidin-4-yl)-3-methylpyrido[2,3-b]pyrazin-6(5H)-one